IC1=CC=C(C=C1)CCC(=O)NCCCC[C@H](N)C(=O)O Nε-(3-(4-iodophenyl)propanoyl)lysine